O[C@]1(C(CO)=O)C=C[C@H]2[C@@H]3CCC4CCCC[C@]4(C)[C@H]3CC[C@]12C 17,21-dihydroxypregnenone